7-fluoro-5-[3-(6-methoxy-3-pyridinyl)propyl]pyrrolo[1,2-a]quinoxalin-4-one FC=1C=C2N(C(C=3N(C2=CC1)C=CC3)=O)CCCC=3C=NC(=CC3)OC